Quinazolin-7(8H)-one N1=CN=CC=2C=CC(CC12)=O